ClC=1C=C2C(=NC=NC2=C(C1C1=C(C=CC=C1O)Cl)F)N1CCN(CC1)C(C=C)=O 1-(4-(6-chloro-7-(2-chloro-6-hydroxy-phenyl)-8-fluoro-quinazolin-4-yl)piperazin-1-yl)prop-2-en-1-one